COC(CCC=1N=CN(C1)C(C1=CC=CC=C1)(C1=CC=CC=C1)C1=CC=CC=C1)=O.OCCOC1=C(C=C(C=C1)C1=C(C=2CC3=CC=CC=C3C2C=C1)C1=CC(=C(C=C1)OCCO)O)O bis[4-(2-hydroxyethoxy)-3-hydroxy-phenyl]fluorene methyl-3-(1-trityl-1H-imidazol-4-yl)propanoate